4-[2-(2-Carbamoyl-6-pyridin-4-yl-imidazo[1,2-a]pyrazin-8-ylamino)-ethyl]-piperidine-1-carboxylic acid C(N)(=O)C=1N=C2N(C=C(N=C2NCCC2CCN(CC2)C(=O)O)C2=CC=NC=C2)C1